COCC=1C=C(N)C=CC1B1OC(C(O1)(C)C)(C)C 3-(methoxymethyl)-4-(4,4,5,5-tetramethyl-1,3,2-dioxaborolan-2-yl)aniline